C1(CC1)C=1C=C(C(=NC1)F)F 5-cyclopropyl-2,3-difluoro-pyridine